BrC1=CC2=C(C3(CCCCN3C2=O)CCCO)S1 2-bromo-9a-(3-hydroxypropyl)-7,8,9,9a-tetrahydrothieno[2,3-a]indolizin-4(6H)-one